BrC=1C(=C(OC2CCC(CC2)[C@@H](CCO)C)C=CC1)C (R)-3-((1r,4R)-4-(3-bromo-2-methylphenoxy)cyclohexyl)butan-1-ol